S(=O)(=O)(ON1[C@@H]2CC[C@H](N(C1=O)C2)C(NS(NCNC(C)=O)(=O)=O)=N)O (2S,5R)-2-(N-(N-(acetamidomethyl) sulfamoyl) carbamimidoyl)-7-oxo-1,6-diazabicyclo[3.2.1]octan-6-yl hydrogen sulfate